5-(diphenylphosphorylamino)isophthalic acid C1(=CC=CC=C1)P(=O)(C1=CC=CC=C1)NC=1C=C(C=C(C(=O)O)C1)C(=O)O